(2R,4R)-1-(3-chloro-2-fluorobenzyl)-4-((4-chloro-5-fluoro-3-methyl-6-((5-methyl-1H-pyrazol-3-yl)amino)pyridin-2-yl)methyl)-2-methylpiperidine-4-carboxylic acid ClC=1C(=C(CN2[C@@H](C[C@@](CC2)(C(=O)O)CC2=NC(=C(C(=C2C)Cl)F)NC2=NNC(=C2)C)C)C=CC1)F